tert-Butyl N-tert-butoxycarbonyl-N-[4-chloro-6-[2-(cyclopentylidenemethyl)-6-methyl-phenyl]-5-methyl-pyrimidin-2-yl]carbamate C(C)(C)(C)OC(=O)N(C(OC(C)(C)C)=O)C1=NC(=C(C(=N1)Cl)C)C1=C(C=CC=C1C)C=C1CCCC1